C(=O)O.CNC=1N=C(C(=NC1C=1C2=C(C=NC1)N(C=N2)C)C(=O)N)NC2=CC(=CC=C2)C2CCN(CC2)C 5-(methylamino)-6-(3-methylimidazo[4,5-c]pyridin-7-yl)-3-[3-(1-methyl-4-piperidinyl)anilino]pyrazine-2-carboxamide formate